5-((3-(8-bromo-3-(2,2,2-trifluoroethyl)indolizin-2-yl)prop-2-yn-1-yl)amino)-6-(methoxy-d3)pyridine-2-carboxylic acid isopropyl ester C(C)(C)OC(=O)C1=NC(=C(C=C1)NCC#CC=1C=C2C(=CC=CN2C1CC(F)(F)F)Br)OC([2H])([2H])[2H]